FC(S(=O)(=O)OC1=CC(=C(C2=C1C=CS2)C2=C(C=C(C=C2OC(C)C)F)F)C=2SC=1CN(CCC1N2)C(C=C)=O)(F)F [7-(2,4-difluoro-6-isopropoxy-phenyl)-6-(5-prop-2-enoyl-6,7-dihydro-4H-thiazolo[5,4-c]pyridin-2-yl)benzothiophen-4-yl] trifluoromethanesulfonate